C[C@H]1CN(C[C@@H](C1)C)C1=CC=C(C=N1)NS(=O)(=O)C=1C=C2C(NC(=NC2=CC1)C)=O N-(6-((3R,5R)-3,5-dimethylpiperidin-1-yl)pyridin-3-yl)-2-methyl-4-oxo-3,4-dihydroquinazoline-6-sulfonamide